NC=1C=C(C=C(C1)C=1C(=C2C(=NC1)NCC21CC1)Cl)C1=NC=CC=C1CO (2-(3-Amino-5-(4'-chloro-1',2'-dihydrospiro[cyclopropane-1,3'-pyrrolo[2,3-b]pyridin]-5'-yl)phenyl)pyridin-3-yl)methanol